CC1CN(CC(O1)C)C=1C2=C(N=CN1)SC(=N2)N 7-(2,6-dimethylmorpholinyl)thiazolo[5,4-d]Pyrimidine-2-amine